3-(hydroxymethyl)piperazin-1-carboxylate OCC1CN(CCN1)C(=O)[O-]